l-2-(5-((1-(2-(2-Fluorophenyl)oxazol-4-yl)ethyl)amino)-6-oxo-2-(piperidin-1-yl)pyrimidin-1(6H)-yl)acetic acid FC1=C(C=CC=C1)C=1OC=C(N1)C(C)NC1=CN=C(N(C1=O)CC(=O)O)N1CCCCC1